Aminopiperidone NN1C(CCCC1)=O